1-[5-(4-hexoxy-1,2,5-thiadiazol-3-yl)-1-methyl-3,6-dihydro-2H-pyridin-1-ium-1-yl]propyl decanoate iodide 1-Chloropropyl-decanoate ClC(CC)OC(CCCCCCCCC)=O.[I-].C(CCCCCCCCC)(=O)OC(CC)[N+]1(CCC=C(C1)C1=NSN=C1OCCCCCC)C